{2-Azaspiro[3.3]heptan-6-yl}-N4-(5-cyclopropyl-1H-pyrazol-3-yl)-N2-methylpyrimidine-2,4-diamine C1NCC12CC(C2)C=2C(=NC(=NC2)NC)NC2=NNC(=C2)C2CC2